(R)-N-[(1R)-1-(5-fluoro-3,6-dimethyl-2-morpholino-4-oxo-quinazolin-8-yl)ethyl]-2-methyl-propane-2-sulfinamide FC1=C2C(N(C(=NC2=C(C=C1C)[C@@H](C)N[S@](=O)C(C)(C)C)N1CCOCC1)C)=O